(3R,5R)-3-Butyl-3-ethyl-2,3,4,5-tetrahydro-8-methoxy-5-phenyl-1,4-benzothiazepin-7-ol 1,1-dioxide C(CCC)[C@@]1(CS(C2=C([C@H](N1)C1=CC=CC=C1)C=C(C(=C2)OC)O)(=O)=O)CC